2-(2-(1-hydroxyethoxy)ethoxy)phenyl-3H,13H-indeno[2',3':3,4]naphtho[1,2-b]pyran OC(C)OCCOC1=C(C=CC=C1)C=1C2=C(OCC1)C=1C=CC=CC1C1=C2CC2=CC=CC=C21